(S)-3-(5-fluoro-2',6'-dimethylbiphenyl-3-yl)-3-(3-(4-hydroxy-1,6-dimethyl-2-oxo-1,2-dihydropyridin-3-yl)ureido)propionic acid FC=1C=C(C=C(C1)C1=C(C=CC=C1C)C)[C@H](CC(=O)O)NC(=O)NC=1C(N(C(=CC1O)C)C)=O